(5'S,7a'R)-5'-(3,5-difluorophenyl)-1-(5-methylpyrazine-2-carbonyl)tetrahydro-3'H-spiro[piperidine-4,2'-pyrrolo[2,1-b]-[1,3]oxazol]-3'-one FC=1C=C(C=C(C1)F)[C@@H]1CC[C@H]2OC3(C(N21)=O)CCN(CC3)C(=O)C3=NC=C(N=C3)C